C(C)(=O)N[C@@H](CCC(=O)OP(=O)([O-])[O-])C(=O)O Acetyl-Gamma-Glutamylphosphat